3-(2-((2-methoxybenzyl)(methyl)amino)ethyl)-1-methyl-1H-indol-4-ol hydrochloride Cl.COC1=C(CN(CCC2=CN(C=3C=CC=C(C23)O)C)C)C=CC=C1